[1-[1-[3-[[(4S)-chroman-4-yl]carbamoyl]phenyl]but-3-enyl]-4,4-diethyl-6-oxo-hexahydropyrimidin-2-ylidene]ammonium O1CC[C@@H](C2=CC=CC=C12)NC(=O)C=1C=C(C=CC1)C(CC=C)N1C(NC(CC1=O)(CC)CC)=[NH2+]